propoxy propylene oxide C(CC)OC1C(C)O1